[Li].[P] phosphorus lithium